(2R,4R)-6-chloro-7-fluoro-4-hydroxy-N-[3-(5-methoxy-2H-indazol-2-yl)bicyclo[1.1.1]pentan-1-yl]-3,4-dihydro-2H-1-benzopyran-2-carboxamide ClC=1C(=CC2=C([C@@H](C[C@@H](O2)C(=O)NC23CC(C2)(C3)N3N=C2C=CC(=CC2=C3)OC)O)C1)F